C(#N)C(C(=O)OC1CCCCC1)C1=NC2=CC=CC=C2N=C1N1CCN(CC1)C cyclohexyl 2-cyano-2-(3-(4-methylpiperazin-1-yl) quinoxalin-2-yl)acetate